(1R,2R)-2-amino-1-methylcyclopentan-1-ol N[C@H]1[C@@](CCC1)(O)C